OC1=C(C=C(C=C1)C(C)(C)CC(C)(C)C)C=1SC2=C(N1)C=CC=C2 2-(2'-hydroxy-5'-tert-octylphenyl)benzothiazole